BrC1=CC(=C(CC=2C=C(C(NN2)=O)C(C)C)C(=C1)C)C 6-(4-bromo-2,6-dimethylbenzyl)-4-isopropylpyridazin-3(2H)-one